(3R,6S)-6-((difluoromethoxy)methyl)-N-methyl-N-(4-(trifluoromethyl)phenyl)piperidin-3-amine FC(OC[C@@H]1CC[C@H](CN1)N(C1=CC=C(C=C1)C(F)(F)F)C)F